(1R,3S)-3-(3-{[(5-meth-oxy-1,3-thiazol-2-yl)acetyl]amino}-1H-pyrazol-5-yl)cyclopentyl (2S)-butan-2-ylcarbamate C[C@@H](CC)NC(O[C@H]1C[C@H](CC1)C1=CC(=NN1)NC(CC=1SC(=CN1)OC)=O)=O